(R)-3-[1-((S)-7-fluoro-2,3-dihydrobenzo[1,4]dioxin-2-ylmethyl)piperidin-3-yl]phenol FC=1C=CC2=C(O[C@H](CO2)CN2C[C@H](CCC2)C=2C=C(C=CC2)O)C1